ClC=1N(/C(/SC1C=O)=N/S(=O)(=O)C1=CC=CC=C1)CC (Z)-N-(4-CHLORO-3-ETHYL-5-FORMYLTHIAZOL-2(3H)-YLIDENE)BENZENESULFONAMIDE